potassium lithium magnesium [Mg].[Li].[K]